ClC1=C(C(=O)NC)C=CC(=C1)NC=1C=2N(C=CN1)C(=CN2)C=2C(=NN(C2)CC(F)F)C(F)(F)F 2-chloro-4-[[3-[1-(2,2-difluoroethyl)-3-(trifluoromethyl)pyrazol-4-yl]imidazo[1,2-a]pyrazin-8-yl]amino]-N-methylbenzamide